5-chloro-N-[(1S)-2-hydroxy-1-{3-[4-(trifluoromethyl)phenyl]-1,2,4-oxadiazol-5-yl}ethyl]pyridine-2-carboxamide ClC=1C=CC(=NC1)C(=O)N[C@@H](CO)C1=NC(=NO1)C1=CC=C(C=C1)C(F)(F)F